butenyl-boric acid C(=CCC)OB(O)O